3-(4-(3-isopropyl-2-(1-methyl-1H-pyrrolo[2,3-b]pyridin-3-yl)-1H-indol-5-yl)piperidin-1-yl)propionitrile C(C)(C)C1=C(NC2=CC=C(C=C12)C1CCN(CC1)CCC#N)C1=CN(C2=NC=CC=C21)C